Cl.N[C@@H](CC(=O)O)CN1N=C(N=N1)C1=CC=C(C=C1)OC1=NC=C(C=C1F)Cl (S)-3-amino-4-(5-(4-((5-chloro-3-fluoropyridin-2-yl)oxy)phenyl)-2H-tetrazol-2-yl)butanoic acid hydrochloride salt